C(C)(C)C1=C(C=CC=C1)N1/C(/SCC1=O)=N/N=C/C1=CC=C(C=C1)N1N=C(C(=C1)NC(C1=CC=C(C=C1)OC(F)(F)F)=O)C N-[1-[4-[(E)-[(Z)-[3-(2-isopropylphenyl)-4-oxo-thiazolidin-2-ylidene]hydrazono]methyl]phenyl]-3-methyl-pyrazol-4-yl]-4-(trifluoromethoxy)benzamide